NC=1C2=C(N=CN1)N(C=C2C2=COC=C2)CC(=O)N2[C@@H](C[C@H](C2)F)C(=O)NCC2=C(C(=CC=C2)Cl)F (2S,4R)-1-(2-(4-amino-5-(furan-3-yl)-7H-pyrrolo[2,3-d]pyrimidin-7-yl)acetyl)-N-(3-chloro-2-fluorophenylmethyl)-4-fluoropyrrolidine-2-carboxamide